C(#N)C[C@@H]1CN(CCN1)C(=O)OC(C)(C)C tert-butyl (R)-3-(cyanomethyl)piperazine-1-carboxylate